5-(Azetidin-2-ylmethoxy)-2-methyl-N-(1-(7-(2-(piperidin-1-yl)pyrimidin-5-yl)quinolin-5-yl)cyclopropyl)benzamide N1C(CC1)COC=1C=CC(=C(C(=O)NC2(CC2)C2=C3C=CC=NC3=CC(=C2)C=2C=NC(=NC2)N2CCCCC2)C1)C